[Si](C)(C)(C(C)(C)C)O[C@H]1C[C@H](C2(C1)CCN(CC2)C(=O)[O-])NS(=O)(=O)C(C)(C)C (1R,3R)-3-((tert-butyldimethylsilyl) oxy)-1-((R)-1,1-dimethylethylsulfonamido)-8-azaspiro[4.5]decane-8-carboxylate